Benzyl 4-[[4-(tert-butoxycarbonylamino)-4-methyl-cyclohexyl]methyl]piperazine-1-carboxylate C(C)(C)(C)OC(=O)NC1(CCC(CC1)CN1CCN(CC1)C(=O)OCC1=CC=CC=C1)C